(E)-4-(4-Methoxy-2-methylbut-3-en-2-yl)-1-((2-(trimethylsilyl)ethoxy)-methyl)-1H-pyrazole CO/C=C/C(C)(C)C=1C=NN(C1)COCC[Si](C)(C)C